CC1=CC(=NC(=C1)SC)C1=CNC2=CN=C(C=C21)NC(C)=O N-(3-(4-methyl-6-(methylthio)pyridin-2-yl)-1H-pyrrolo[2,3-c]pyridin-5-yl)acetamide